(1,4-dioxaspiro[4.5]Decan-8-ylmethyl)-7-isobutyl-3-methyl-1H-purine-2,6(3H,7H)-dione O1CCOC12CCC(CC2)CN2C(N(C=1N=CN(C1C2=O)CC(C)C)C)=O